4-hydroxy-3-butoxy-1-propenylbenzene OC1=C(C=C(C=C1)C=CC)OCCCC